COCCOCCN1N=C(C(=C1)C=1C(=NC(=CC1)OC1=CC=NC=C1)C(=O)N)C1=NC=CC=C1 (1-(2-(2-methoxyethoxy)ethyl)-3-(pyridin-2-yl)-1H-pyrazol-4-yl)-6-(pyridin-4-yloxy)picolinamide